O[C@@](C#CC=1C2=C(C(N(C1)C)=O)NC=C2C(=O)OCC(C)C)(C)C2=NOC(=C2)C isobutyl 4-[(3R)-3-hydroxy-3-(5-methylisoxazol-3-yl)but-1-ynyl]-6-methyl-7-oxo-1H-pyrrolo[2,3-c]pyridine-3-carboxylate